5-(4-(T-Butoxycarbonyl)piperazin-1-yl)-6-fluoropicolinic acid C(C)(C)(C)OC(=O)N1CCN(CC1)C=1C=CC(=NC1F)C(=O)O